((R)-1-((R)-3-methoxy-2-(pyrazine-2-carboxamido)propanamido)-4-oxo-4-phenylbutyl)boronic acid COC[C@H](C(=O)N[C@@H](CCC(C1=CC=CC=C1)=O)B(O)O)NC(=O)C1=NC=CN=C1